5-(3,4-dichlorophenoxy)-N-isopropylnaphthalene-2-carboxamide ClC=1C=C(OC2=C3C=CC(=CC3=CC=C2)C(=O)NC(C)C)C=CC1Cl